hexanamido-L-valine C(CCCCC)(=O)NN[C@@H](C(C)C)C(=O)O